C(C1=CC=CC=C1)N[C@@H]1COCC[C@H]1OC=1C=C2CN(C(C2=CC1)=O)C1C(NC(CC1)=O)=O 3-(5-(((3R,4R)-3-(benzylamino)tetrahydro-2H-pyran-4-yl)oxy)-1-oxoisoindolin-2-yl)piperidine-2,6-dione